6-chloro-3-(3-(trifluoromethyl)phenyl)imidazo[1,2-b]Pyridazine-2-carboxylic acid ethyl ester C(C)OC(=O)C=1N=C2N(N=C(C=C2)Cl)C1C1=CC(=CC=C1)C(F)(F)F